1-[4-[1-[2-[1-(4-Fluoro-2,3-dimethylphenyl)piperidin-1-ium-4-yl]ethyl]-5,6-dihydro-4H-cyclopenta[c]pyrazol-3-carbonyl]piperazin-1-yl]-2-hydroxyethanon FC1=C(C(=C(C=C1)[NH+]1CCC(CC1)CCN1N=C(C2=C1CCC2)C(=O)N2CCN(CC2)C(CO)=O)C)C